OCCCCCN1C(C2=CC=C3C=4C2=C(C1=O)C=CC4OC4=CC=C(C=C43)C4=CC=C(C=C4)C(F)(F)F)=O 2-(5-hydroxypentyl)-9-(4-(trifluoromethyl)phenyl)-1H-xantheno[2,1,9-def]isoquinoline-1,3(2H)-dione